2-chloro-3-(difluoromethoxy)-5-iodopyridine ClC1=NC=C(C=C1OC(F)F)I